(2-((4-methylpiperazin-1-yl)methyl)-8-nitroPhenyl-1,2,3,4-tetrahydroquinoxalin-6-yl)sulfonyl-benzamide CN1CCN(CC1)CC1=C(C=CC=C1)N1CCNC2=CC(=CC(=C12)[N+](=O)[O-])S(=O)(=O)C1=C(C(=O)N)C=CC=C1